(S)-quinuclidin-3-yl ((R)-6-(2-fluoro-4-methoxyphenyl)-2,2-dimethyl-1,2,3,4-tetrahydronaphthalen-1-yl)carbamate FC1=C(C=CC(=C1)OC)C=1C=C2CCC([C@H](C2=CC1)NC(O[C@@H]1CN2CCC1CC2)=O)(C)C